phenylmethylenebis(tricyclohexylphosphorus) C1(=CC=CC=C1)C([P](C1CCCCC1)(C1CCCCC1)C1CCCCC1)[P](C1CCCCC1)(C1CCCCC1)C1CCCCC1